CN1N=C(C2=CC=CC=C12)C1=CC=C(C=C1)NC(=O)NCC1=CC=NC=C1 1-[4-(1-Methyl-1H-indazol-3-yl)-phenyl]-3-pyridin-4-ylmethyl-urea